3-(p-chlorophenylthio)indole (3S,4S)-4-hydroxy-1-methylpyrrolidin-3-yl-2-(3,5-dichlorophenyl)benzo[d]oxazole-6-carboxylate O[C@@H]1[C@H](CN(C1)C)OC(=O)C1=CC2=C(N=C(O2)C2=CC(=CC(=C2)Cl)Cl)C=C1.ClC1=CC=C(C=C1)SC1=CNC2=CC=CC=C12